dicyclopentanoxyethyl methacrylate C(C(=C)C)(=O)OCC(OC1CCCC1)OC1CCCC1